COC1=CC=C(C(=N1)NC)N 6-methoxy-2-methylamino-3-aminopyridine